NC=1SC(=C(N1)C1=CC=CC=C1)OC1=CC(=NC=C1)NC1=CC=C(C(=O)[O-])C=C1 4-((4-((2-amino-4-phenylthiazol-5-yl)oxy)pyridin-2-yl)amino)benzoate